2-(tert-butyldimethylsilyloxy)-N-(4-nitro-3-(6-azaspiro[2.5]octan-6-yl)phenyl)ethane-1-sulfonamide [Si](C)(C)(C(C)(C)C)OCCS(=O)(=O)NC1=CC(=C(C=C1)[N+](=O)[O-])N1CCC2(CC2)CC1